C(C1=CC=CC=C1)OC1=CC(=NC=2C=C[N+](CC12)=O)C=1C(=NC2=CC=CC=C2C1)OC1=C(C(=C(C=C1)F)F)C 4-Benzyloxy-2-[2-(3,4-difluoro-2-methyl-phenoxy)-3-quinolinyl]-6-oxo-1,6-naphthyridin-6-ium